FC1=C(C=C(C=C1)C=1NC(C=2N(C1)N=C(C2C(F)(F)F)C(=O)O)=O)C 6-(4-Fluoro-3-methylphenyl)-4-oxo-3-(trifluoromethyl)-4,5-dihydropyrazolo[1,5-a]pyrazine-2-carboxylic acid